(2R,5S)-tert-butyl 2-(2-bromobenzo[d]thiazol-5-yl)-5-methylpiperidine-1-carboxylate Sodium tert-butoxide CC(C)(C)[O-].[Na+].BrC=1SC2=C(N1)C=C(C=C2)[C@@H]2N(C[C@H](CC2)C)C(=O)OC(C)(C)C